C(C)(C)(C)OC(=O)N1CC=2N=C(N=CC2CC1)CO.C1(=CC=CC=C1)NNC(\C=C\CCCC)=O trans-N'-phenyl-2-heptenehydrazide tert-Butyl-2-(hydroxymethyl)-6,8-dihydro-5H-pyrido[3,4-d]pyrimidine-7-carboxylate